1,3,5,7-tetrakis(4-aminophenyl)adamantane NC1=CC=C(C=C1)C12CC3(CC(CC(C1)(C3)C3=CC=C(C=C3)N)(C2)C2=CC=C(C=C2)N)C2=CC=C(C=C2)N